phosphine Nitrogen [N].P